diphosphine acetate palladium [Pd+2].C(C)(=O)[O-].P.P.C(C)(=O)[O-]